CC(CCCC(C)C)=O isooctanone